CN(C1(CCC2(CNC(N2CCCOC)=O)CC1)C1=CC=CC=C1)C CIS-8-Dimethylamino-1-(3-methoxy-propyl)-8-phenyl-1,3-diazaspiro[4.5]decan-2-one